2-(4-cyclopropyl-6-methoxy-pyrimidin-5-yl)-5-methoxy-4-[rac-(1S)-2,2,2-trifluoro-1-[4-[1-methyl-4-(trifluoromethyl)imidazol-2-yl]phenyl]ethoxy]pyrimidine C1(CC1)C1=NC=NC(=C1C1=NC=C(C(=N1)O[C@H](C(F)(F)F)C1=CC=C(C=C1)C=1N(C=C(N1)C(F)(F)F)C)OC)OC |r|